10,10',10''-(3'-(1-methyl-1H-benzo[d]imidazol-2-yl)-[1,1'-biphenyl]-2,3,4-triyl)tris(5-methyl-5,10-dihydrophenazine) CN1C(=NC2=C1C=CC=C2)C=2C=C(C=CC2)C2=C(C(=C(C=C2)N2C1=CC=CC=C1N(C=1C=CC=CC21)C)N2C1=CC=CC=C1N(C=1C=CC=CC21)C)N2C1=CC=CC=C1N(C=1C=CC=CC21)C